2-(2-amino-9H-purin-9-yl)acetic acid NC1=NC=C2N=CN(C2=N1)CC(=O)O